FC(C1=CC=2CNC([C@@H]3N(C2N=C1)CCNC3)=O)(F)F (R)-3-(trifluoromethyl)-5,6,8,9,10,11-hexahydropyrazino[1,2-a]pyrido[3,2-f][1,4]diazepin-7(7aH)-one